C1(C2C(C(O1)=O)C1C3C(C(OC3=O)=O)C2CC1)=O hexahydro-4,8-ethano-1H,3H-benzo[1,2-c:4,5-c']difuran-1,3,5,7-tetraone